CC1=CC2=C(N=C(O2)C(=O)O)C=C1 6-methylbenzo[d]oxazole-2-carboxylic acid